Pentyl 11-((4-(heptadecan-9-yloxy)-4-oxobutyl)(2-hydroxyethyl)amino)undecanoate CCCCCCCCC(CCCCCCCC)OC(CCCN(CCCCCCCCCCC(=O)OCCCCC)CCO)=O